(S)-2-methyl-N-((R)-3H-spiro[benzofuran-2,4'-piperidin]-3-yl)propane-2-sulfinamide CC(C)(C)[S@](=O)N[C@@H]1C2=C(OC13CCNCC3)C=CC=C2